FC12CC(C1)(C2)CC(=O)O 2-(3-fluorobicyclo[1.1.1]pentan-1-yl)acetic acid